N-(3-methoxybenzyl)maleimide COC=1C=C(CN2C(C=CC2=O)=O)C=CC1